OC1=C(C(=O)O)C(=CC(=C1)OC)OC 2-hydroxy-4,6-dimethoxybenzoic acid